3-(5-((4-(2-methyl-6,7-dihydro-5H-cyclopenta[4,5]thieno[2,3-d]pyrimidin-4-yl)piperazin-1-yl)methyl)-1-oxoisoindolin-2-yl)piperidine-2,6-dione CC=1N=C(C2=C(N1)SC1=C2CCC1)N1CCN(CC1)CC=1C=C2CN(C(C2=CC1)=O)C1C(NC(CC1)=O)=O